4-(3-(4-amino-9,10-dioxo-9,10-dihydroanthracen-1-yl-amino)propyl)-4-methylmorpholin-4-ium methylsulfate COS(=O)(=O)[O-].NC1=CC=C(C=2C(C3=CC=CC=C3C(C12)=O)=O)NCCC[N+]1(CCOCC1)C